t-butyl 1-(4-methyl-4-(methyl(2-morpholino (trifluoromethyl)benzyl)amino)piperidine-1-carbonyl)-1H-pyrazole-3-carboxylate CC1(CCN(CC1)C(=O)N1N=C(C=C1)C(=O)OC(C)(C)C)N(C(C1=C(C=CC=C1)N1CCOCC1)C(F)(F)F)C